C(C)SC1=NN=C(S1)NC(CSC=1NC(C2=C(N1)N(N=C2)C2CCOCC2)=O)=O N-(5-(ethylthio)-1,3,4-thiadiazol-2-yl)-2-((4-oxo-1-(tetrahydro-2H-pyran-4-yl)-4,5-dihydro-1H-pyrazolo[3,4-d]pyrimidin-6-yl)thio)acetamid